ClC1=NC=C(C(=N1)Cl)OCC1=CC=C(C=C1)C 2,4-dichloro-5-((4-methylbenzyl)oxy)pyrimidine